CC1=CNC2=NC=CC(=C21)OC=2C=C1CCNCC1=CC2 6-((3-methyl-1H-pyrrolo[2,3-b]pyridin-4-yl)oxy)-1,2,3,4-tetrahydroisoquinoline